I[SnH2]NC iodostannyl-methylamine